[Li+].FC(=O)[O-] fluorocarboxylic acid lithium salt